C(C)C1N(CCC(C1)C#N)C1=NC(=CN=C1)CCCOC ethyl-1-(6-(3-methoxypropyl)pyrazin-2-yl)piperidine-4-carbonitrile